C(C1=CC=CC=C1)SC=1C=C(C(=C(C1)Cl)F)Cl 5-benzylsulfanyl-1,3-dichloro-2-fluorobenzene